9-[4-[[[2-(2,6-dioxo-3-piperidyl)-1,3-dioxo-isoindolin-4-yl]amino]methyl]triazol-1-yl]nonanoic acid O=C1NC(CCC1N1C(C2=CC=CC(=C2C1=O)NCC=1N=NN(C1)CCCCCCCCC(=O)O)=O)=O